AZO-Zinc oxide [O-2].N(=N[Zn+])[Zn+]